triphenyl-bismuth C1(=CC=CC=C1)[Bi](C1=CC=CC=C1)C1=CC=CC=C1